7-(bromomethyl)-3-methyl-5-(pyridin-4-yloxy)quinoxalin-2(1H)-one BrCC1=CC(=C2N=C(C(NC2=C1)=O)C)OC1=CC=NC=C1